COC(C1=C(C(=C(C(=C1F)F)N(C1=CC=CC=C1)C1=CC=CC=C1)F)F)=O 4-(Diphenylamino)-2,3,5,6-tetrafluorobenzoic acid methyl ester